2-[(2R)-3-(3,4-dihydro-1H-isoquinolin-2-yl)-2-hydroxy-propyl]-6-(3-hydroxy-1-piperidyl)-3,4-dihydroisoquinolin-1-one C1N(CCC2=CC=CC=C12)C[C@H](CN1C(C2=CC=C(C=C2CC1)N1CC(CCC1)O)=O)O